(S)-8-(2-amino-6-((R)-2,2,2-trifluoro-1-(4-(2-methoxyquinolin-6-yl)phenyl)ethoxy)pyrimidin-4-yl)-2,8-diazaspiro[4.5]decane-3-carboxylic acid NC1=NC(=CC(=N1)N1CCC2(C[C@H](NC2)C(=O)O)CC1)O[C@@H](C(F)(F)F)C1=CC=C(C=C1)C=1C=C2C=CC(=NC2=CC1)OC